9-isopropyl-Hypoxanthine C(C)(C)N1C=2N=CNC(C2N=C1)=O